BrC(C=C)(F)F 3-bromo-3,3-difluoropropylene